OC1(CN(C1)C(=O)C=1C=C(C(=O)N[C@H](C)C=2C=NC(=NC2)C(F)(F)F)C=C(C1)C=1SC(=CN1)C)C (R)-3-(3-hydroxy-3-methylazetidine-1-carbonyl)-5-(5-methylthiazol-2-yl)-N-(1-(2-(trifluoromethyl)pyrimidin-5-yl)ethyl)benzamide